NC=1C2=C(N=CN1)N(C=C2C=2C(=C(C=CC2)NS(=O)(=O)C2=C(C=C(C(=C2)Cl)OC)F)F)C(C)C N-[3-(4-amino-7-isopropyl-7H-pyrrolo[2,3-d]pyrimidin-5-yl)-2-fluoro-phenyl]-5-chloro-2-fluoro-4-methoxy-benzenesulfonamide